C1(CC1)OC=1C=C(C=CC1)C1=CC(=NN1CC1=C(C=CC=C1)OC)COC(C(=O)O)(C)C 2-([5-(3-Cyclopropoxyphenyl)-1-[(2-methoxyphenyl)methyl]-1H-pyrazol-3-yl]methoxy)-2-methylpropanoic acid